(R)-N-(5-(5-cyclobutyl-1,2,4-oxadiazol-3-yl)-2,3-dihydro-1H-inden-1-yl)-1-methyl-1H-pyrazole-4-carboxamide C1(CCC1)C1=NC(=NO1)C=1C=C2CC[C@H](C2=CC1)NC(=O)C=1C=NN(C1)C